N,N'-(2-Chloro-2'-cyanobiphenyl-3,3'-diyl)bis(1-methyl-4,5,6,7-tetrahydro-1H-imidazo[4,5-c]pyridin-2-carboxamid) ClC1=C(C=CC=C1NC(=O)C=1N(C2=C(CNCC2)N1)C)C1=C(C(=CC=C1)NC(=O)C=1N(C2=C(CNCC2)N1)C)C#N